2-[2-[2-[(2R,3R,4R,5R,6R)-3-acetamido-4,5-diacetoxy-6-(acetoxymethyl)tetrahydropyran-2-yl]oxyethoxy]ethoxy]acetic acid C(C)(=O)N[C@H]1[C@@H](O[C@@H]([C@@H]([C@@H]1OC(C)=O)OC(C)=O)COC(C)=O)OCCOCCOCC(=O)O